3-[6-[2-(3-fluoroazetidin-3-yl)ethyl]-1-methylindazol-3-yl]-piperidine-2,6-dione FC1(CNC1)CCC1=CC=C2C(=NN(C2=C1)C)C1C(NC(CC1)=O)=O